C(C=C)(=O)N1CCN(CC1)C1=C(C(N(C2=NC(=C(C=C12)Cl)C1=C(C(=C(C(=C1F)F)F)N)Cl)C=1C(=NC=CC1C)C(C)C)=O)C#N (M)-4-(4-acryloylpiperazin-1-yl)-7-(3-amino-2-chloro-4,5,6-trifluorophenyl)-6-chloro-1-(2-isopropyl-4-methylpyridin-3-yl)-2-oxo-1,2-dihydro-1,8-naphthyridine-3-carbonitrile